3-methoxypropionic acid hydrochloride Cl.COCCC(=O)O